(R)-tert-Butyl (5-(oxazol-2-yl)isochroman-1-yl)methyl((2-(trimethylsilyl)ethoxy)methyl)carbamate O1C(=NC=C1)C1=C2CCO[C@H](C2=CC=C1)CN(C(OC(C)(C)C)=O)COCC[Si](C)(C)C